C(C)N1CCN(CC1)C1=CC(=C(C=C1)NC1=NC=C(C(=N1)NC1=CC=C2C=NNC2=C1)C)OC N2-(4-(4-ethylpiperazine-1-yl)-2-methoxyphenyl)-N4-(1H-indazol-6-yl)-5-methylpyrimidine-2,4-diamine